FC1=CC(=C2C=CC=NC2=C1)CC(=O)OCCCC butyl 2-(7-fluoroquinolin-5-yl)acetate